((1R,5S,6s)-6-((4-(2-aminopropan-2-yl)-6-(4-fluorophenyl)pyridin-2-yl)oxy)-3-azabicyclo[3.1.0]hexan-3-yl)(3-methyl-1-phenyl-1H-pyrazol-4-yl)methanone NC(C)(C)C1=CC(=NC(=C1)C1=CC=C(C=C1)F)OC1[C@@H]2CN(C[C@H]12)C(=O)C=1C(=NN(C1)C1=CC=CC=C1)C